ClC1=CC=C(C=C1)\C=C/C(=O)C1=C(C=C(C=C1O[C@@H]1O[C@@H]([C@@H]([C@@H]([C@@H]1O)O)O)CO)O)O (Z)-3-(4-Chlorophenyl)-1-[2,4-dihydroxy-6-[(2S,3S,4S,5R,6R)-3,4,5-trihydroxy-6-(hydroxymethyl)oxan-2-yl]oxyphenyl]prop-2-en-1-one